S1C=NC2=C1C=C(C=C2)\C=C\2/N=C(NC2=O)N[C@@H]2C[C@@H](CCCC2)OC |r| (±)-(4Z)-4-(1,3-Benzothiazol-6-ylmethylene)-2-[[cis-3-methoxycycloheptyl]amino]-1H-imidazol-5-one